acrylic acid (2-hydroxyethyl) ester OCCOC(C=C)=O